4-(2,3-diethyl-9H-indeno[2,1-b]pyridin-4-yl)-N,N-diphenylaniline C(C)C1=C(C(=C2C(=N1)CC=1C=CC=CC12)C1=CC=C(N(C2=CC=CC=C2)C2=CC=CC=C2)C=C1)CC